(5-(3-methoxyphenyl)-1-(2-methylpropyl)-1H-pyrazol-3-yl)methanol COC=1C=C(C=CC1)C1=CC(=NN1CC(C)C)CO